BrC(C)(CCCC(C)C)C 2-bromo-2,6-dimethylheptane